N1CCN2N=CC(=C21)C2=CN=C1C=CC(=NC1=C2)C=2C(=NNC2)C2=NC(=C(C=C2)F)C 7-(2,3-dihydro-1H-imidazo[1,2-b]pyrazol-7-yl)-2-[3-(5-fluoro-6-methyl-2-pyridyl)-1H-pyrazol-4-yl]-1,5-naphthyridine